[Cl-].C[N+](CCCCCCCCCCCCCCCCCC)(CCCCCCCCCCCCCCCCCC)C dimethyl-dioctadecylammonium chloride